(E)-5,5-Difluoro-N'-hydroxy-4,4-dimethyl-3-oxohexanimidamide FC(C(C(C/C(/N)=N\O)=O)(C)C)(C)F